C(C)(C)(C)C=1N(C=CN1)CC1=CC=C(C=C1)C=1C(=CC=C(C1)CC(C)C)S(=O)(=O)NC(NCC1=NC=CC=C1)=O 4'-((2-(tert-butyl)-1H-imidazol-1-yl)methyl)-5-isobutyl-N-((pyridin-2-ylmethyl)carbamoyl)-[1,1'-biphenyl]-2-sulfonamide